C(CCC)C=1OC2=C(N1)C=CC=C2 butyl-1,3-benzoxazol